BrC1=C(C(=C(/C=N/O)C=C1)SC(C)(C)C)F (E)-4-bromo-2-(tert-butylthio)-3-fluorobenzaldehyde oxime